N1(CCCCC1)C1=NC=CC(=C1)CNCC=1SC=CC1 1-[2-(1-piperidyl)-4-pyridyl]-N-(2-thienylmethyl)methanamine